(3S,5R)-3-aminomethyl-5-methyl-decanoic acid NC[C@H](CC(=O)O)C[C@@H](CCCCC)C